3-(2-chlorophenyl-3,4,5,6-d4)dibenzo[b,d]furan-1,2,4,6,7,8,9-d7 ClC1=C(C(=C(C(=C1[2H])[2H])[2H])[2H])C1=C(C(=C2C(OC3=C2C(=C(C(=C3[2H])[2H])[2H])[2H])=C1[2H])[2H])[2H]